FC([C@@H]1NCCC2=C1C=C(S2)S(=O)(N)=NC(NC2=C1C(=CC=3CCCC23)CC1)=O)F (R)-4-(difluoromethyl)-N'-((2,4,5,6-tetrahydro-1H-cyclobuta[f]inden-3-yl)carbamoyl)-4,5,6,7-tetrahydrothieno[3,2-c]pyridine-2-sulfonimidamide